(Z)-(3-ethoxy-4-(hex-3-en-1-yloxy)phenyl)methanol C(C)OC=1C=C(C=CC1OCC\C=C/CC)CO